2-(2-bromobenzyl)-3-methylnaphthalene-1,4-dione BrC1=C(CC=2C(C3=CC=CC=C3C(C2C)=O)=O)C=CC=C1